C(C(=C)C)(=O)OCCCC r-butyl methacrylate